FC(C1=NN=C(S1)N1C2=C(C3=CC=C(C=C13)S(=O)(=O)NC1(CC1)C)C(=NC=N2)C2CCN(CC2)C(C(C)(C)O)=O)F 9-(5-(Difluoromethyl)-1,3,4-thiadiazol-2-yl)-4-(1-(2-hydroxy-2-methylpropanoyl)piperidin-4-yl)-N-(1-methylcyclopropyl)-9H-pyrimido[4,5-b]indole-7-sulfonamide